C(C1=CC=CC=C1)OC1=C(C=CC=C1)C1CC(C1)OC[C@]1(C[C@H](CC1)NS(=O)(=O)C)C(=O)OC methyl (1S,3S)-1-(((1s,3R)-3-(2-(benzyloxy)phenyl)cyclobutoxy)methyl)-3-(methylsulfonamido)cyclopentane-1-carboxylate